5-ethylpyrazine-2-carboxamide C(C)C=1N=CC(=NC1)C(=O)N